CN(S(=O)(=O)C=1C(=CC=CC1)S(=O)(=O)NC1=C(C=CC=C1)N1CCCCC1)C N1,N1-dimethyl-N2-(2-(piperidin-1-yl)phenyl)benzene-1,2-disulfonamide